N-(3,4-difluorobenzyl)-4-(1-(difluoromethyl)-1H-indazol-5-yl)-5-(6-methyl-pyridin-2-yl)-1H-imidazol-2-amine FC=1C=C(CNC=2NC(=C(N2)C=2C=C3C=NN(C3=CC2)C(F)F)C2=NC(=CC=C2)C)C=CC1F